N4-[5-chloro-4-(1H-indol-3-yl)pyrimidin-2-yl]-N1-(2-dimethylaminoethyl)-5-methoxy-N1-methylbenzene-1,2,4-triamine ClC=1C(=NC(=NC1)NC=1C=C(C(=CC1OC)N(C)CCN(C)C)N)C1=CNC2=CC=CC=C12